O=C/C=C/C=1C=C(SC1)C#N 4-[(E)-3-oxoprop-1-enyl]thiophene-2-carbonitrile